Cl.S1(CCNCCC1)(=O)=O 1λ6,4-thiazepane-1,1-dione hydrochloride